N-((1,2,3,5,6,7-hexahydro-s-indacen-4-yl)carbamoyl)-4-oxo-5,6,7,8-tetrahydro-4H-5,8-ethanocyclohepta[b]furan-2-sulfonamide C1CCC2=C(C=3CCCC3C=C12)NC(=O)NS(=O)(=O)C1=CC2=C(O1)C1CCC(C2=O)CC1